C(#N)[C@H]1N2C(N([C@H](C(=C1)C)C2)O[C@@H](C(=O)OCC)F)=O ethyl (2R)-2-(((2S,5R)-2-cyano-4-methyl-7-oxo-1,6-diazabicyclo[3.2.1]oct-3-en-6-yl)oxy)-2-fluoroacetate